3-(3-(4-(tert-butyl)phenyl)-1-hydroxy-2-methylpropyl)quinoxaline C(C)(C)(C)C1=CC=C(C=C1)CC(C(O)C=1C=NC2=CC=CC=C2N1)C